((2-(diethylamino)ethyl)azanediyl)bis(ethane-1-ol) C(C)N(CCN(CCO)CCO)CC